4-phenylpentan C1(=CC=CC=C1)C(CCC)C